O=S1(C2=C(CC1)C=CC=C2NC(C)C=2C=C(C=C1C(N(C(=NC21)N2CCOCC2)C)=O)C)=O 8-(1-((1,1-dioxido-2,3-dihydrobenzo[b]thiophen-7-yl)amino)ethyl)-3,6-dimethyl-2-morpholinoquinazolin-4(3H)-one